6-(1-methyl-1H-pyrazol-4-yl)-3-piperazin-1-ylpyrazolo[1,5-a]pyridine dihydrochloride salt Cl.Cl.CN1N=CC(=C1)C=1C=CC=2N(C1)N=CC2N2CCNCC2